3-(6-amino-1-(4,4-difluorocyclohexyl)-1H-indol-3-yl)benzothiamide NC1=CC=C2C(=CN(C2=C1)C1CCC(CC1)(F)F)C=1C=C(C(N)=S)C=CC1